5-{(3R)-1-[Cyclopropyl(1H-imidazol-2-yl)methyl]-5',6'-dihydrospiro[pyrrolidine-3,4'-pyrrolo[1,2-b]pyrazol]-2'-yl}-3-(trifluoromethyl)pyridin-2-amine C1(CC1)C(N1C[C@]2(CCN3N=C(C=C32)C=3C=C(C(=NC3)N)C(F)(F)F)CC1)C=1NC=CN1